7-(4-{4-[4-(1,3-Dioxolan-2-yl)piperidin-1-yl]phenyl}piperidin-1-yl)-4-fluoro-1H-indole-3-carbonitrile O1C(OCC1)C1CCN(CC1)C1=CC=C(C=C1)C1CCN(CC1)C=1C=CC(=C2C(=CNC12)C#N)F